CC1=NC(=CC(=C1)[C@@H](C1=CC=C(C#N)C=C1)OC1=CC=C2C(CCOC2=C1C)=O)C (R,S)-4-((2,6-Dimethylpyridin-4-yl)((8-methyl-4-oxochroman-7-yl)oxy)methyl)benzonitrile